N1=CC(=CC=C1)C#CC(=O)O 3-(3-pyridinyl)prop-2-ynoic acid